C(C)(C)C1=C(NC2=CC=C(C=C12)C1CCN(CC1)CCOC)C=1C=C(C(N(C1)C)=O)C=1C=NC(=CC1)C 5-(3-isopropyl-5-(1-(2-methoxyethyl)piperidin-4-yl)-1H-indol-2-yl)-1,6'-dimethyl-[3,3'-bipyridine]-2(1H)-one